6,10,14-trimethylpentadecane-4,5,9,13-tetraen-2-one CC(=C=CCC(C)=O)CCC=C(CCC=C(C)C)C